imidazole-2-thione N=1C(N=CC1)=S